C(#C)C1=C2C(=CC=CC2=CC=C1F)C1=C(C=2N=C(N=C(C2C=N1)N1CC(CCC1)CS(=O)(=O)C)OC[C@]12CCCN2C[C@@H](C1)F)F 5-ethynyl-6-fluoro-4-(8-fluoro-2-{[(2R,7aS)-2-fluorotetrahydro-1H-pyrrolizin-7a(5H)-yl]methoxy}-4-{3-[(methanesulfonyl)methyl]piperidin-1-yl}pyrido[4,3-d]pyrimidin-7-yl)naphthalen